N-(4-chlorobenzyl)-9-(cyclopropyl-methyl)-2-(2-(1,1-dioxidoisothiazolidin-2-yl)ethyl)-1,6-dioxo-1,3,4,6-tetrahydro-2H-pyrido[1,2-a]pyrazine-7-carboxamide ClC1=CC=C(CNC(=O)C2=CC(=C3N(CCN(C3=O)CCN3S(CCC3)(=O)=O)C2=O)CC2CC2)C=C1